P1(=O)(OOC2=C(C(=C(C=C2)C(C)(C)C)CC=2C(=C(OO1)C=CC2C(C)(C)C)C(C)(C)C)C(C)(C)C)[O-].[Na+] sodium methylenebis(2,4-di-t-butylphenoxy) phosphate